5-[[[[(4,6-dimethoxy-2-pyrimidinyl)amino]carbonyl]amino]sulfonyl]-1-methyl-1H-pyrazole COC1=NC(=NC(=C1)OC)NC(=O)NS(=O)(=O)C1=CC=NN1C